6-(2-(1-cyclopropyl-1H-pyrazol-4-yl)morpholino)-8-(2-fluoro-4-(trifluoromethyl)phenyl)-2,3-dimethylpyrimido[5,4-d]pyrimidin-4(3H)-one C1(CC1)N1N=CC(=C1)C1OCCN(C1)C=1N=C(C=2N=C(N(C(C2N1)=O)C)C)C1=C(C=C(C=C1)C(F)(F)F)F